(S)-2,3-dihydro-1H-pyrrole-1,2-dicarboxylic acid di-tert-butyl ester C(C)(C)(C)OC(=O)N1[C@@H](CC=C1)C(=O)OC(C)(C)C